C(=CCCCCCCCCCC)OCCC1=CC=CC=C1 (2-(dodec-1-en-1-yloxy)ethyl)benzene